(1S,3ar,6as)-2-((R)-2-(4-fluorophenyl)-2-hydroxyacetyl)-N-((S)-3-oxo-1-((S)-2-oxopyrrolidin-3-yl)-4-(trifluoromethoxy)butan-2-yl)octahydrocyclopenta[c]pyrrole-1-carboxamide FC1=CC=C(C=C1)[C@H](C(=O)N1[C@@H]([C@@H]2[C@H](C1)CCC2)C(=O)N[C@@H](C[C@H]2C(NCC2)=O)C(COC(F)(F)F)=O)O